C1(CC1)C=1C(=CC=2N(C1)C(=CN2)C2=CC=CC(=N2)N[C@@H]2C[C@@H](NCC2)C)OCC(F)F 6-(6-cyclopropyl-7-(2,2-difluoroethoxy)imidazo[1,2-a]pyridin-3-yl)-N-((2S,4S)-2-methylpiperidin-4-yl)pyridin-2-amine